COC1=C(C=CC(=C1)OC)CNC1=NC=CC2=C(C=CC=C12)N(C)CC12CN(C(C1)(C2)COC=2C=C(N(C(C2)=O)C)C)C(=O)OC(C)(C)C tert-butyl 4-[[[1-[(2,4-dimethoxyphenyl)methylamino]-5-isoquinolyl]-methyl-amino]methyl]-1-[(1,2-dimethyl-6-oxo-4-pyridyl)oxymethyl]-2-azabicyclo[2.1.1]hexane-2-carboxylate